tert-butyl 3-fluoro-3-((S)-2-((S)-1-(4-fluorophenyl)-3,4-dihydroisoquinolin-2(1H)-yl)-4,5-dihydrooxazol-4-yl)azetidine-1-carboxylate FC1(CN(C1)C(=O)OC(C)(C)C)[C@H]1N=C(OC1)N1[C@H](C2=CC=CC=C2CC1)C1=CC=C(C=C1)F